NC=1C(=CC=2C(=NC(N2)([2H])[2H])C1)C(=O)OC methyl 6-amino-2,2-dideutero-1,3-benzodiazole-5-carboxylate